caprylylcholine C(CCCCCCC)(=O)OCC[N+](C)(C)C